tert-butyl (2R,4S)-4-(4-bromo-6-chloro-1,1a,2,7b-tetrahydrocyclopropa[c]quinolin-3-yl)-2-(tetrahydropyran-2-yloxymethyl)pyrrolidine-1-carboxylate BrC1=CC(=CC=2C3C(CN(C12)[C@H]1C[C@@H](N(C1)C(=O)OC(C)(C)C)COC1OCCCC1)C3)Cl